methyl (S)-3-(8-((diphenylmethylene)amino)chroman-5-yl)-2-(tritylamino)propanoate C1(=CC=CC=C1)C(C1=CC=CC=C1)=NC=1C=CC(=C2CCCOC12)C[C@@H](C(=O)OC)NC(C1=CC=CC=C1)(C1=CC=CC=C1)C1=CC=CC=C1